(R)-(4-(pyrazolo[1,5-a]pyridin-2-yl)-6,7-dihydro-1H-imidazo[4,5-c]pyridin-5(4H)-yl)(5-(1-(trifluoromethyl)-1H-pyrazol-4-yl)-1,3,4-oxadiazol-2-yl)methanone N1=C(C=C2N1C=CC=C2)[C@@H]2N(CCC1=C2N=CN1)C(=O)C=1OC(=NN1)C=1C=NN(C1)C(F)(F)F